O=S1(N=C(C2=C1C=CC=C2)NN=CC=2C(=C(C=CC2)O)OC)=O 1,1-dioxo-1,2-benzothiazol-3-ylhydrazonomethyl-2-methoxy-phenol